trifluoromethyl-5,6-dihydro-[2,2'-bipyridine]-1(4H)-carboxylic acid tert-butyl ester C(C)(C)(C)OC(=O)N1C(=C(CCC1)C(F)(F)F)C1=NC=CC=C1